ClC=1C=C(C=CC1F)N(C(=O)[C@@H]1C[C@@H](C(N1)=O)NC(OCC1=CC=CC=C1)=O)CC benzyl ((3S,5S)-5-((3-chloro-4-fluorophenyl)(ethyl)carbamoyl)-2-oxopyrrolidin-3-yl)carbamate